4-[2-(4-hydroxyphenyl)but-2-yl]phenolate OC1=CC=C(C=C1)C(C)(CC)C1=CC=C(C=C1)[O-]